3-(4-isopropylphenoxy)-9-(3-phenylpropylamino)-8H-acenaphtho[1,2-b]pyrrol-8-one C(C)(C)C1=CC=C(OC2=CC=C3C4=C(C=CC=C24)C2=NC(C(=C23)NCCCC2=CC=CC=C2)=O)C=C1